(3-(4-Aminopiperidin-1-yl)propoxy)-7-(pyridin-4-yl)-2H-chromen-2-one NC1CCN(CC1)CCCOC=1C(OC2=CC(=CC=C2C1)C1=CC=NC=C1)=O